BrCCCCN1N=NC2=C1C=CC(=C2C)C(CC(=O)OCC)C2=CC(=C(C=C2)C)CN2S(OC1=C(C2)C=C(C=C1F)O)(=O)=O ethyl 3-[1-(4-bromobutyl)-4-methyl-1H-benzotriazol-5-yl]-3-{3-[(8-fluoro-6-hydroxy-2,2-dioxo-2H-1,2λ6,3-benzoxathiazin-3(4H)-yl)methyl]-4-methylphenyl}propanoate